N1C[C@H](CC1)C(C(=O)[O-])C 2-((R)-pyrrolidin-3-yl)propanoate